2-(4-n-butylphenyl)-5-phenylfuran C(CCC)C1=CC=C(C=C1)C=1OC(=CC1)C1=CC=CC=C1